1-[(12E,16E)-12,16-eicosadienyl]-2-[(E,E)-7,10-octadecadienoyl]-3-stearoyl-glycerol C(CCCCCCCCCC\C=C\CC\C=C\CCC)OCC(OC(CCCCC\C=C\C\C=C\CCCCCCC)=O)COC(CCCCCCCCCCCCCCCCC)=O